FC(C(=O)O)(F)F.OC1=NC=C(C=N1)N1N=C2C=3C=CN=C(CCCCC(C(NC2=C1)=O)C)C3 4-(2-hydroxypyrimidin-5-yl)-9-methyl-3,4,7,15-tetraazatricyclo[12.3.1.02,6]Octadeca-1(18),2,5,14,16-pentaen-8-one trifluoroacetate salt